{4-amino-2-[3-chloro-4-(difluoromethoxy)anilino]-1,3-thiazol-5-yl}(4-chlorophenyl)methanone NC=1N=C(SC1C(=O)C1=CC=C(C=C1)Cl)NC1=CC(=C(C=C1)OC(F)F)Cl